tri-(4-n-hexadecyloxyphenyl)phosphine C(CCCCCCCCCCCCCCC)OC1=CC=C(C=C1)P(C1=CC=C(C=C1)OCCCCCCCCCCCCCCCC)C1=CC=C(C=C1)OCCCCCCCCCCCCCCCC